(1S,2S)-N-[2-(4,6-dimethoxypyrimidin-5-yl)-1-methylpyrrolo[2,3-c]pyridin-5-yl]-2-fluorocyclopropane-1-carboxamide COC1=NC=NC(=C1C1=CC=2C(=CN=C(C2)NC(=O)[C@H]2[C@H](C2)F)N1C)OC